[I-].C(CCC)N1C2=C(N=C3C(N(C(N=C13)=O)CCC[N+](CC)(CC)CC)=O)C=C(C(=C2)C)C [3-(10-butyl-7,8-dimethyl-2,4-dioxo-4,10-dihydro-2H-benzo[g]pteridin-3-yl)-propyl]-triethyl-ammonium iodide